COC(=O)C=1NC2=CC=CC=C2C1C 3-methyl-1H-indole-2-carboxylic acid methyl ester